(S)-hydroxy-peroxy-octadecadienoic acid OC(C(=O)OO)=CC=CCCCCCCCCCCCCC